4-(hydroxymethyl)-1-(trifluoromethyl)cyclohexanol OCC1CCC(CC1)(O)C(F)(F)F